N1C=NC=C1C(=O)N 1H-imidazole-5-amide